[Si](C)(C)(C(C)(C)C)OCCCN1C(C[C@@H](C1)C1=C(C(=CC=C1O)F)Cl)=S |r| rac-1-(3-((tert-butyldimethylsilyl)oxy)propyl)-4-(2-chloro-3-fluoro-6-hydroxyphenyl)pyrrolidine-2-thione